IC=1NC2=CC=CC(=C2C1)Br 2-iodo-4-bromoindole